CC1(OB(OC1(C)C)C=1CN(NC1)[2H])C 4-(4,4,5,5-tetramethyl-1,3,2-dioxaborolan-2-yl)-1H-pyrazole-2-d